N-(2-fluoro-4-methyl-5-(pyridin-2-yl)phenyl)-6-azabicyclo[3.1.1]heptane-6-carboxamide FC1=C(C=C(C(=C1)C)C1=NC=CC=C1)NC(=O)N1C2CCCC1C2